2-Mercaptoethyl 3-O-(α-D-galactopyranosyl)-β-D-galactopyranoside [C@H]1([C@H](O)[C@@H](O)[C@@H](O)[C@H](O1)CO)O[C@@H]1[C@H]([C@H](OCCS)O[C@@H]([C@@H]1O)CO)O